C(C)(=O)C1=C(C=CC=C1)NC(=O)C=1C=CC=C2C=CC=NC12 N-(2-acetylphenyl)quinoline-8-formamide